3-(3-chloro-4-fluorophenyl)-1-(1-(6-fluoro-1-oxo-1,2-dihydroisoquinolin-4-yl)ethyl)-1-(3-hydroxy-2-(hydroxymethyl)propyl)urea ClC=1C=C(C=CC1F)NC(N(CC(CO)CO)C(C)C1=CNC(C2=CC=C(C=C12)F)=O)=O